3-(4-fluorophenyl)-1,2-oxazolidine FC1=CC=C(C=C1)C1NOCC1